4-[3-(6,7-dihydro-5H-pyrazolo[1,5-a]pyrimidin-4-yl)-7,8-dihydro-5H-1,6-naphthyridin-6-yl]-6-fluoro-quinazoline N1=CC=C2N1CCCN2C=2C=NC=1CCN(CC1C2)C2=NC=NC1=CC=C(C=C21)F